pyrido[3,2-b][1,4]oxazonine N1=CC=CC=2OC=CC=CC=NC21